BrC=1C(N(C=2N(C1)C=C(N2)C)C)=O 6-bromo-2,8-dimethylimidazo[1,2-a]pyrimidin-7-one